C(OCN1C(N(N=C(C1=O)C#N)C1=CC(=C(C(=C1)Cl)OC1=NNC(C(=C1)C(C)C)=O)Cl)=O)(OC(C)C)=O (6-cyano-2-(3,5-dichloro-4-((5-isopropyl-6-oxo-1,6-dihydropyridazin-3-yl)oxy)phenyl)-3,5-dioxo-2,5-dihydro-1,2,4-triazin-4(3H)-yl)methyl isopropyl carbonate